2-Amino-N-[4-(2-fluorophenoxy)-6-(2-isopropylphenyl)pyrimidin-2-yl]benzenesulfonamide NC1=C(C=CC=C1)S(=O)(=O)NC1=NC(=CC(=N1)OC1=C(C=CC=C1)F)C1=C(C=CC=C1)C(C)C